4-methyl-5-(4,4,5,5-tetramethyl-1,3,2-dioxaborolan-2-yl)pyridin-2-amine CC1=CC(=NC=C1B1OC(C(O1)(C)C)(C)C)N